C(CCCCC)OC1=C(C=CC(=C1)OCCCCCC)C1=C(C(=CC(=C1)C1=CC=C(C=2C1=NSN2)C2=CC=C(C=O)C=C2)C2=C(C=C(C=C2)OCCCCCC)OCCCCCC)OCCCCCC 4-(7-(2,2',2'',4,4''-pentakis(hexyloxy)-[1,1':3',1''-terphenyl]-5'-yl)benzo[c][1,2,5]thiadiazol-4-yl)benzaldehyde